N,N-bis(2-ethyl-7-phenyl-1H-indenyl)p-toluenesulfonamide yttrium monochloride [Cl-].[Y+].C(C)C=1C(C2=C(C=CC=C2C1)C1=CC=CC=C1)N(S(=O)(=O)C1=CC=C(C)C=C1)C1C(=CC2=CC=CC(=C12)C1=CC=CC=C1)CC